ClC1=CC(=NC(=N1)C(F)(F)F)N[C@@H]1[C@H]([C@@H](COC1)O)O (2R,3R,4R,5S)-5-((6-chloro-2-(trifluoromethyl)pyrimidin-4-yl)amino)-3,4-dihydroxytetrahydro-2H-pyran